N=1N(C=C2C=CC=CC12)[C@H]1C[C@@H](N(CC1)CC1=C2C=CNC2=C(C=C1OC)C)C1=CC=C(C(=O)O)C=C1 trans-4-(4-(2H-indazol-2-yl)-1-((5-methoxy-7-methyl-1H-indol-4-yl)methyl)piperidin-2-yl)benzoic acid